BrC1=CC=C(C=C1)[C@@H]1NC2=C(OC1=O)C=CC=C2 (+)-(S)-3-(4-Bromophenyl)-3,4-dihydro-2H-benzo[b][1,4]oxazin-2-one